(R)-4-amino-N-cyclopropyl-7-fluoro-N-(1-(5-(trifluoromethyl)pyridin-2-yl)ethyl)imidazo[1,5-a]quinoxaline-8-carboxamide NC=1C=2N(C3=CC(=C(C=C3N1)F)C(=O)N([C@H](C)C1=NC=C(C=C1)C(F)(F)F)C1CC1)C=NC2